3-[2-(3-chlorophenyl)-2-oxoethyl]-1-methylimidazole ClC=1C=C(C=CC1)C(CN1CN(C=C1)C)=O